C(#N)C1(CCN(CC1)C(=O)C1=NC2=CC=C(C=C2C(=C1)C(=O)N(C)C)O)C1=CC=CC=C1 2-(4-cyano-4-phenylpiperidine-1-carbonyl)-6-hydroxy-N,N-dimethylquinoline-4-carboxamide